3-((2,5,8,11,14-pentaoxahexadecan-15-yl)oxy)-2-(3,7-dimethylocta-2,6-dien-1-yl)-5-pentylphenol COCCOCCOCCOCCOC(C)OC=1C(=C(C=C(C1)CCCCC)O)CC=C(CCC=C(C)C)C